C(C)(=O)N1CC(CCC1)N1N=CC(=C1)C1=NC(=NC=C1Cl)NC=1C=C(C=NC1)N1C(C2(CC1)CCN(CC2)C(=O)OC(C)(C)C)=O tert-butyl 2-(5-((4-(1-(1-acetylpiperidin-3-yl)-1H-pyrazol-4-yl)-5-chloropyrimidin-2-yl)amino)pyridin-3-yl)-1-oxo-2,8-diazaspiro[4.5]decane-8-carboxylate